BrC1=C(C=CC(=C1)F)NC(=O)C=1C(=NN(C1)C)C(F)F N-(2-bromo-4-fluorophenyl)-3-(difluoromethyl)-1-methyl-1H-pyrazole-4-carboxamide